CC1(CC2(CCC1)OC1=CC(=CC=C1C(C2)=O)C(F)(F)F)C 3',3'-dimethyl-7-(trifluoromethyl)spiro[chromane-2,1'-cyclohexan]-4-one